N-acetyl-L-cysteine sodium iodate succinate C(CCC(=O)O)(=O)[O-].I(=O)(=O)O.[Na+].C(C)(=O)N[C@@H](CS)C(=O)O